[Ag]C#N.[K].[Ag] silver-potassium silver cyanide